N-(3-(difluoromethyl)-4,5-difluorophenyl)-7-methoxy-2-(tetrahydro-2H-pyran-4-yl)imidazo[1,2-a]pyridine-6-carboxamide FC(C=1C=C(C=C(C1F)F)NC(=O)C=1C(=CC=2N(C1)C=C(N2)C2CCOCC2)OC)F